FC(C(=O)O)(F)F.C(C)C1CN(CC1)S(=O)(=O)N 3-ethylpyrrolidine-1-sulfonamide trifluoroacetate salt